tert-butyl 4-(4-(3-amino-6-(2-(methoxymethoxy)phenyl)pyridazin-4-yl)-3-fluoro-1H-pyrazol-1-yl)piperidine-1-carboxylate NC=1N=NC(=CC1C=1C(=NN(C1)C1CCN(CC1)C(=O)OC(C)(C)C)F)C1=C(C=CC=C1)OCOC